3-azido-5-amino-1,2,4-triazole N(=[N+]=[N-])C1=NNC(=N1)N